NC=1N=C2C=C(C=NC2=CC1C)CN(C(=O)C=1C=NC(=NC1)C)C1=C(C=C(C=C1)F)S(=O)(=O)C N-[(6-amino-7-methyl-1,5-naphthyridin-3-yl)methyl]-N-(4-fluoro-2-methanesulfonylphenyl)-2-methylpyrimidine-5-carboxamide